CC=1C(=NC=C(C1)NC(C(N1C(CCC(C1)C(F)(F)F)C1=CC=CC=C1)=O)=O)NC(OC(C)(C)C)=O tert-butyl N-[3-methyl-5-[[2-oxo-2-[2-phenyl-5-(trifluoromethyl)-1-piperidyl]Acetyl]amino]-2-pyridyl]carbamate